ClC=1C(=NC=NC1NC1=CC(=C2N(C1=O)C1(CCN(CC1)CC(F)(F)F)NC2=O)C)NC(=O)C2CC2 N-(5-chloro-6-((8-methyl-1,5-dioxo-1'-(2,2,2-trifluoroethyl)-1,5-dihydro-2H-spiro[imidazo[1,5-a]pyridine-3,4'-piperidin]-6-yl)amino)pyrimidin-4-yl)cyclopropanecarboxamide